6-methyl-1H-benzo[d][1,3]oxazine-2,4-dione CC1=CC2=C(NC(OC2=O)=O)C=C1